(R)-1-(octadecyloxy)-3-((triisopropylsilyl)oxy)propan-2-ol C(CCCCCCCCCCCCCCCCC)OC[C@H](CO[Si](C(C)C)(C(C)C)C(C)C)O